FC1=CC=C(C=C1)C=1C=CC(=NC1)N 5-(4-Fluorophenyl)-2-aminopyridine